N1CC(C1)CN1CCN(CC1)C=1C=C(C=CC1)N[C@H]1C(NC(CC1)=O)=O (R)-3-((3-(4-(Azetidin-3-ylmethyl)piperazin-1-yl)phenyl)amino)piperidine-2,6-dione